2,4,6-trichlorophenyl 1-benzyl-5-(methylcarbamoyl)-6-oxo-1,6-dihydropyridine-3-carboxylate C(C1=CC=CC=C1)N1C=C(C=C(C1=O)C(NC)=O)C(=O)OC1=C(C=C(C=C1Cl)Cl)Cl